[Si](C)(C)(C(C)(C)C)OC1=CC=C(C=C1)N(C(=O)C=1C=C(N(C1C)C)C1=C(C(=O)OC(C)(C)C)C=CC(=C1)Cl)C=1C=NN(C1CCCO)C tert-butyl 2-(4-{(4-{[tert-butyl (dimethyl) silyl] oxy} phenyl) [5-(3-hydroxypropyl)-1-methyl-1H-pyrazol-4-yl] carbamoyl}-1,5-dimethyl-1H-pyrrol-2-yl)-4-chlorobenzoate